Cl.FC=1C=CC=C2C(=NNC12)C1CCNCC1 7-fluoro-3-(piperidin-4-yl)-1H-indazole hydrochloride